C(C1=CC=C(C(=O)OCCOCCCC)C=C1)(=O)OCCCC Butyl 2-Butoxyethyl Terephthalate